ClCC(=O)NCCCC[C@H](N)C(=O)O N6-(2-chloroacetyl)-L-lysine